CC(COCC(=O)OC(C)C)=C isopropyl 2-(2-methylallyloxy)acetate